(S)-3-((S)-sec-butyl)-2-oxo-N-(1,3,4-thiadiazol-2-yl)-1,2,3,5-tetrahydro-4H-benzo[e][1,4]diazepine-4-carboxamide [C@H](C)(CC)[C@@H]1N(CC2=C(NC1=O)C=CC=C2)C(=O)NC=2SC=NN2